epoxycyclohexyl-ethyl-cyclotetrasiloxane C12(C(CCCC1)O2)[Si]2(O[SiH2]O[SiH2]O[SiH2]O2)CC